o-nitro-para-chloroanilinediazonium [N+](=O)([O-])C1=C(N[N+]#N)C=CC(=C1)Cl